ClC=1NN(C(=CC1)Cl)CCC1=NN=CN1C 3,6-dichloro-N-[2-(4-methyl-4H-1,2,4-triazol-3-yl)ethyl]pyridazine